tert-Butyl (R,E)-1'-((tert-butylsulfinyl)imino)-1',3'-dihydrospiro[azetidine-3,2'-indene]-1-carboxylate C(C)(C)(C)[S@@](=O)\N=C/1\C2(CC3=CC=CC=C13)CN(C2)C(=O)OC(C)(C)C